4-(bromomethyl)-2-(trifluoromethyl)pyridine BrCC1=CC(=NC=C1)C(F)(F)F